ClC1=C2C(=NC=C1)N(C=C2)CC(=O)O 2-(4-chloro-1H-pyrrolo[2,3-b]pyridin-1-yl)acetic acid